4-allyl-2-methoxy-1-((2-phenylprop-1-en-1-yl)oxy)benzene C(C=C)C1=CC(=C(C=C1)OC=C(C)C1=CC=CC=C1)OC